methyl (2E)-4-(4-methylpiperazin-1-yl)but-2-enoate CN1CCN(CC1)C/C=C/C(=O)OC